tert-butyl 6-chloro-3-(3-(4-chloro-3,5-dimethylphenoxy)propyl)-7-(1,3,5-trimethyl-1H-pyrazol-4-yl)-1H-indole-2-carboxylate ClC1=CC=C2C(=C(NC2=C1C=1C(=NN(C1C)C)C)C(=O)OC(C)(C)C)CCCOC1=CC(=C(C(=C1)C)Cl)C